3-bromo-2,4-difluorobenzothiophene BrC1=C(SC2=C1C(=CC=C2)F)F